3-methoxybenzene-1,2-dicarboxylic acid COC1=C(C(=CC=C1)C(=O)O)C(=O)O